NC1=NC=C(C=N1)[C@@H]1[C@@H]([C@H]2C[C@@H]([C@@H]1O2)F)C(=O)NC2=CC(=C(C=C2)Cl)Cl (1R,2S,3S,4R,5S)-3-(2-aminopyrimidin-5-yl)-N-(3,4-dichlorophenyl)-5-fluoro-7-Oxabicyclo[2.2.1]Heptane-2-carboxamide